Imidazo-Pyrazine N1C=NC2=C1N=CC=N2